[Cl-].C(C)[N+](CCO)(CCO)CC diethylbis(2-hydroxyethyl)ammonium chloride